12-amino-[-]-dodecanal NCCCCCCCCCCCC=O